1-hydroxyazabenzotriazole ON1N=NC2=C1C=CC=N2